COC=1C(=NC(=NC1)C(C)=O)OCC[Si](C)(C)C 1-(5-methoxy-4-(2-(trimethylsilyl)ethoxy)pyrimidin-2-yl)ethan-1-one